ClC1CCCC=2C(=NN(C12)C1=CC(=C(C=C1)F)O[C@@H](C)C1=CC2=C(OC(O2)(F)F)C=C1)C#N 7-chloro-1-(3-((S)-1-(2,2-difluorobenzo[d][1,3]dioxol-5-yl)ethoxy)-4-fluorophenyl)-4,5,6,7-tetrahydro-1H-indazole-3-carbonitrile